[Rb].[Sr] STRONTIUM-RUBIDIUM